ClC1=C(C(=O)C=2C(=CC3=C(N(N=C3C2C#N)C)CCC(F)F)NC(C2=CC(=CC(=C2)C(F)(F)F)F)=O)C=C(C=C1)F N-(6-(2-chloro-5-fluorobenzoyl)-7-cyano-3-(3,3-difluoropropyl)-2-methyl-2H-indazol-5-yl)-3-fluoro-5-(trifluoromethyl)benzamide